CN[C@@H]([C@H](O)[C@H](C)C\C=C\C)C(=O)O N-methyl-(4R)-4-[(E)-2-butenyl]-4-methyl-L-threonine